C1CCC2=C(C=3CCCC3C=C12)NC(=O)NS(=O)(=N[N+](=O)[O-])C=1C=NN2C1OCCC2 N-((1,2,3,5,6,7-hexahydro-s-indacen-4-yl)carbamoyl)-N'-nitro-6,7-dihydro-5H-pyrazolo[5,1-b][1,3]oxazine-3-sulfonimidamide